O1C2(CCC3=CC=CC=C13)C(NC1=CC=CC=C12)=O oxindolespirochroman